C1(CCCC1)N1C(=CC2=C1N=C(N=C2)NC2=CC=C(C=C2)N2CCN(CC2)CC2=CC=C(C=C2)N2C(NC(CC2)=O)=O)C(=O)N(C)C 7-cyclopentyl-2-((4-(4-(4-(2,4-dioxotetrahydropyrimidin-1(2H)-yl)benzyl)-piperazin-1-yl)phenyl)amino)-N,N-dimethyl-7H-pyrrolo[2,3-d]pyrimidine-6-carboxamide